NC=1C2=C(N=CN1)C=CC(=N2)C=2C=C(C=CC2)C#C[C@]2(C(N(CC2)C)=O)OC (R)-3-((3-(4-Aminopyrido[3,2-d]pyrimidin-6-yl)phenyl)ethynyl)-3-methoxy-1-methylpyrrolidin-2-one